COC(C1=C(N=CC=C1)CN(CC1=NC=CC=C1)CC1=CC=CC=C1)=O ((benzyl-(pyridin-2-ylmethyl)amino)methyl)nicotinic acid methyl ester